2-(2H-benzotriazol-2-yl)-6-decyl-4-propylphenol N=1N(N=C2C1C=CC=C2)C2=C(C(=CC(=C2)CCC)CCCCCCCCCC)O